ClC=1C=C2C(=NC=NC2=CC1)N1CC=2C=C(C=NC2CC1)C1=C(C=CC(=C1)F)C 6-chloro-4-(3-(5-fluoro-2-methylphenyl)-7,8-dihydro-1,6-naphthyridin-6(5H)-yl)quinazoline